CP(C)(C)=O trimethylphosphine oxide